C(CCCCCCCCCCC)N(CCCCCCCCCCCC)CCN1CCN(CC1)C N-Dodecyl-N-(2-(4-methylpiperazin-1-yl)ethyl)dodecan-1-amine